CN1C(=NN=C1)S[C@@H](C)C=1C=C(C=CC1)N1N=CC(=N1)C1=CC=C(C(=O)O)C=C1 (S)-4-(2-(3-(1-(4-methyl-4H-1,2,4-triazol-3-ylthio)ethyl)phenyl)-2H-1,2,3-triazol-4-yl)benzoic acid